ClC1=CC=C(C(=N1)C(F)F)O 6-chloro-2-(difluoromethyl)pyridin-3-ol